C(C)OC(C(C)C=1CC(C=CC1)(C1=CC=C(C=C1)[N+](=O)[O-])C1=C2CCN(CC2=CC=C1)C1=CC=C(C=C1)[N+](=O)[O-])=O 3-(2-(4-Nitrophenyl)-1,2,3,4-tetrahydroisoquinolin-5-yl)-3-(4-Nitrophenyl)phenylpropionic acid ethyl ester